ClC1=NC(=C2N=C(NC2=N1)C)N1CCOCC1 4-(2-chloro-8-methyl-9H-purin-6-yl)morpholine